O=C1N(CCC(N1)=O)N1C(C2=CC=C(C=C2C1)CN1CCN(CC1)C=1C(=CC2=C(C(C=3NC4=CC(=CC=C4C3C2=O)C#N)(C)C)C1)CC)=O 8-(4-((2-(2,4-dioxotetrahydropyrimidin-1(2H)-yl)-1-oxoisoindolin-5-yl)methyl)piperazin-1-yl)-9-ethyl-6,6-dimethyl-11-oxo-6,11-dihydro-5H-benzo[b]carbazole-3-carbonitrile